C(C)(C)(C)C1=C(C=C(C=C1)[C@@H](NC(=O)[C@H]1N(C[C@@H](C1)F)C(CC1=CN=NN1)=O)C1=CC=CC=C1)F (2S,4R)-N-[(S)-(4-tert-butyl-3-fluorophenyl)(phenyl)methyl]-4-fluoro-1-[2-(1H-1,2,3-triazol-5-yl)acetyl]pyrrolidine-2-carboxamide